O1COC=2C1=CC=1C(C3=CC=CC=C3OC1C2)=O 10H-[1,3]dioxolo[4,5-b]xanthene-10-one